4-(6-chloro-3-quinolylamino)-2-{p-[(1s,4s)-4-(dimethylamino)cyclohexyloxy]phenylamino}pyrimidine ClC=1C=C2C=C(C=NC2=CC1)NC1=NC(=NC=C1)NC1=CC=C(C=C1)OC1CCC(CC1)N(C)C